(S)-2-(hydroxymethyl)morpholine HCl Cl.OC[C@@H]1CNCCO1